Acetoacetic acid 2-methoxyethyl ester COCCOC(CC(=O)C)=O